(S)-N-(1-(6-((1-methyl-1H-pyrazol-4-yl)ethynyl)-5-oxo-4-phenyl-4,5-dihydro-2H-furo[4,3,2-de]isoquinolin-3-yl)ethyl)-2-(sulfamoylamino)pyrazolo[1,5-a]pyrimidine-3-carboxamide CN1N=CC(=C1)C#CC1=CC=C2C=3C(=C(N(C(C13)=O)C1=CC=CC=C1)[C@H](C)NC(=O)C=1C(=NN3C1N=CC=C3)NS(N)(=O)=O)CO2